CC=1N=C2N(C=CC=3[C@H]([C@@H]([C@H](NC23)C2=CC=CC=C2)O)OCC)C1C ((7R,8R,9R)-2,3-Dimethyl-8-hydroxy-7-ethoxy-9-phenyl-7,8,9,10-tetrahydro-imidazo-[1,2-h][1,7]naphthyridin)